5-(2H-1,2,3-triazol-2-yl)pyridin-2-ol N=1N(N=CC1)C=1C=CC(=NC1)O